2-(4-(6-((4-cyano-2-fluorobenzyl)oxy)pyridine-2-yl)-2,5-difluorobenzyl)-1H-benzo[d]Imidazole-6-carboxylic acid C(#N)C1=CC(=C(COC2=CC=CC(=N2)C2=CC(=C(CC3=NC4=C(N3)C=C(C=C4)C(=O)O)C=C2F)F)C=C1)F